cis-3-methyl-N-(4-methyl-3-(4,4,5,5-tetramethyl-1,3,2-dioxaborolan-2-yl)phenyl)-6-azabicyclo[3.1.1]heptane-6-carboxamide CC1CC2N(C(C1)C2)C(=O)NC2=CC(=C(C=C2)C)B2OC(C(O2)(C)C)(C)C